BrC1=CC=C(C=C1)C(C)(C)NC(OC1CN2CCC1CC2)=O quinuclidin-3-yl (2-(4-bromophenyl)propan-2-yl)carbamate